C(C1=CC=CC=C1)N1C(CC2CCC=3C(=CN=CC3C21)Br)=O benzyl-6-bromo-1,3,3a,4,5,9b-hexahydro-2H-pyrrolo[3,2-h]isoquinolin-2-one